2-Chloro-4-methylfuran ClC=1OC=C(C1)C